BrCCCCCCC(=O)N1CCN(CC1)CCNC=1C=C2C(N(C(C2=CC1)=O)C1C(NC(CC1)=O)=O)=O 5-{{2-[4-(7-bromoheptanoyl)piperazin-1-yl]ethyl}amino}-2-(2,6-dioxopiperidin-3-yl)isoindoline-1,3-dione